NC[C@@H](C(=O)OC)NC(=O)OCC1=CC=CC=C1 (S)-3-amino-2-(((benzyloxy)carbonyl)amino)propionic acid, methyl ester